C(C1=CC=CC=C1)OC(C)C1=CC(=CC=2N(CN(S(C21)(=O)=O)[C@H](C(=O)NN)C(C)C2=C(C(=CC=C2F)C)C)C2CC2)Cl (2S)-2-(8-(1-(benzyloxy)ethyl)-6-chloro-4-cyclopropyl-1,1-dioxido-3,4-dihydro-2H-benzo[e][1,2,4]thiadiazin-2-yl)-3-(6-fluoro-2,3-dimethylphenyl)butanehydrazide